2-bromo-1-(pyrrolidin-1-yl)ethan-1-one BrCC(=O)N1CCCC1